3-(tetrahydro-2H-pyran-4-yl)propiolamide O1CCC(CC1)C#CC(=O)N